(2S)-2-(4-(3-chlorophenyl)-3-hydroxy-4-methyl-3-phenylpropionamido)hexanoic acid ClC=1C=C(C=CC1)C1(CC=C(C=C1)C(CC(=O)N[C@H](C(=O)O)CCCC)O)C